4-Bromo-1H-imidazole BrC=1N=CNC1